(R/S)-4-(2-(2-bromophenyl)morpholino)-7H-pyrrolo[2,3-d]pyrimidin-2-amine BrC1=C(C=CC=C1)[C@H]1OCCN(C1)C=1C2=C(N=C(N1)N)NC=C2 |r|